ClC=1C=C2C(=CNC2=CC1Cl)C(C(F)F)O 1-(5,6-dichloro-1H-indol-3-yl)-2,2-difluoroethane-1-ol